COC1=CC(=C(N)C=C1)N1C=CC=C1 4-methoxy-2-(1H-pyrrol-1-yl)aniline